C1=CC2=C(C=C1Br)C(=CN2)CC(C(=O)O)N The molecule is a non-proteinogenic alpha-amino acid that is tryptophan in which the hydrogen at position 5 on the indole ring is replaced by a bromo group. It is a bromoindole, a bromoamino acid, a tryptophan derivative and a non-proteinogenic alpha-amino acid. It is a tautomer of a 5-bromotryptophan zwitterion.